1-methyl-N-[5-(1-methyl-1H-pyrazol-4-yl)-1H-indazol-3-yl]piperidine-4-carboxamide hydrochloride Cl.CN1CCC(CC1)C(=O)NC1=NNC2=CC=C(C=C12)C=1C=NN(C1)C